1-(5-((4-(4-cyano-2,6-difluorophenyl)piperazin-1-yl)methyl)-1-methyl-1H-pyrazol-3-yl)-3-ethylurea C(#N)C1=CC(=C(C(=C1)F)N1CCN(CC1)CC1=CC(=NN1C)NC(=O)NCC)F